CC1=NC(=CC(=N1)NCCNC(=O)[C@H]1N(CCC1)C(=O)OC(C)(C)C)NC=1SC(=CN1)C1=CC=NC=C1 tert-butyl (2s)-2-[2-[[2-methyl-6-[[5-(4-pyridyl)thiazol-2-yl]amino]pyrimidin-4-yl]amino]ethylcarbamoyl]pyrrolidine-1-carboxylate